2-((2-chloro-3-methylphenyl)ethynyl)aniline di-[4-(1-naphthyl)-phenyl]-carbonate C1(=CC=CC2=CC=CC=C12)C1=CC=C(C=C1)OC(OC1=CC=C(C=C1)C1=CC=CC2=CC=CC=C12)=O.ClC1=C(C=CC=C1C)C#CC1=C(N)C=CC=C1